C(C=C)(=O)OCCC[Si](OCC)(OCC)OCC 3-(acryloxy)propyltriethoxysilane